5-(3-(3-bromophenyl)thietan-3-yl)-4-methyl-4H-1,2,4-triazole-3-thiol BrC=1C=C(C=CC1)C1(CSC1)C=1N(C(=NN1)S)C